2-[4-methyl-6-[[(3R)-1-methyl-3-piperidinyl]amino]pyridazin-3-yl]phenol CC1=C(N=NC(=C1)N[C@H]1CN(CCC1)C)C1=C(C=CC=C1)O